CC1=C(C(=C(C1([Hf]C=1CC=2C=C3C(=CC2C1CCCC)C=CC=C3)C)C)C)C pentamethylcyclopentadienyl-(1-n-butyl-benz[f]indenyl)hafnium